N4-cyclopropyl-3-methyl-N6-[1-(2-methylsulfonylethyl)indazol-4-yl]-1-(2-trimethylsilylethoxymethyl)pyrazolo[3,4-d]pyrimidine-4,6-diamine C1(CC1)NC1=C2C(=NC(=N1)NC1=C3C=NN(C3=CC=C1)CCS(=O)(=O)C)N(N=C2C)COCC[Si](C)(C)C